Methyl 1-(pyrimidin-2-yl)cyclopropanecarboxylate N1=C(N=CC=C1)C1(CC1)C(=O)OC